(S)-N-((4-((5-(7-amino-5,7-dihydro-spiro[cyclopenta[b]pyridine-6,4'-piperidin]-1'-yl)pyrazin-2-yl)thio)-3-chloropyridin-2-yl)carbamoyl)benzenesulfonamide N[C@@H]1C2=NC=CC=C2CC12CCN(CC2)C=2N=CC(=NC2)SC2=C(C(=NC=C2)NC(=O)NS(=O)(=O)C2=CC=CC=C2)Cl